C(C)P1(CC(CC1)C)=O 1-ethyl-3-methyl-phospholidine-1-oxide